tert-butyl-2-chloro-4-(2,5-difluorophenyl)nicotinic acid C(C)(C)(C)C1=NC(=C(C(=O)O)C(=C1)C1=C(C=CC(=C1)F)F)Cl